1-stearoyl-2-linoleoyl-sn-glycero-3-phospho-L-serine C(CCCCCCCCCCCCCCCCC)(=O)OC[C@@H](OC(CCCCCCC\C=C/C\C=C/CCCCC)=O)COP(=O)(O)OC[C@H](N)C(=O)O